ClC=1C=[N+](C=C(C1C[C@@H](C1=CC(=C(C=C1)OC(F)F)OCC1CC1)OC(C1=CC(=C(C=C1)OCC1CC1)CO)=O)Cl)[O-] (S)-3,5-dichloro-4-(2-(4-(cyclopropylmethoxy)-3-(hydroxymethyl)benzoyloxy)-2-(3-(cyclopropylmethoxy)-4-(difluoromethoxy)-phenyl)ethyl)pyridine 1-oxide